C(C1=CC=CC=C1)(=O)NC(C(=O)O)CNC=1SC(=C(N1)C1=CC(=C(C=C1)Cl)Cl)CC(C)C 2-benzoylamino-3-(4-(3,4-dichlorophenyl)-5-isobutylthiazol-2-ylamino)propionic acid